NC1=C2C([C@]3([C@](OC4=C3C=CC(=C4)C)(C2=CC=C1)O)NC(C)=O)=O N-((4bR,9bR)-1-amino-4b-hydroxy-7-methyl-10-oxo-4b,10-dihydro-9bH-indeno[1,2-b]benzofuran-9b-yl)acetamide